3-(((7-(2-Aminopyrimidin-4-yl)-2,3-dihydrofuro[3,2-c]pyridin-4-yl)amino)methyl)-N-(5-(piperazin-1-yl)pyridin-2-yl)benzamid NC1=NC=CC(=N1)C=1C2=C(C(=NC1)NCC=1C=C(C(=O)NC3=NC=C(C=C3)N3CCNCC3)C=CC1)CCO2